O=C1NC(CCC1N1C(C2=CC=C(C=C2C1)NC(=O)C1CC(C1)C1=CC=CC=C1)=O)=O N-(2-(2,6-dioxopiperidin-3-yl)-1-oxoisoindolin-5-yl)-3-phenylcyclobutanecarboxamide